NCC=1C=C(C=CC1)C=1C=C(C2=C(C(=CO2)COC2=C(C=CC=C2)CC(=O)O)C1)CN1C[C@H](O[C@H](C1)C)C 2-(2-((5-(3-(aminomethyl)phenyl)-7-(((2R,6S)-2,6-dimethylmorpholino)methyl)benzofuran-3-yl)methoxy)phenyl)acetic acid